tert-butyl-3-methylene-8-azabicyclo[3.2.1]octane-8-carboxylate C(C)(C)(C)OC(=O)N1C2CC(CC1CC2)=C